tryptamineselon NCC(C1=CNC2=CC=CC=C12)=[Se]